2-((dimeth-ylamino)methyl)-acrylamide CN(C)CC(C(=O)N)=C